AMINOLAURIC ACID METHYL ESTER COC(C(CCCCCCCCCC)N)=O